Manganese Thiosulfate S(=S)(=O)([O-])[O-].[Mn+2]